4-bromo-2,6-diaminopyrimidine BrC1=NC(=NC(=C1)N)N